N-butyl-2-(4,5-diphenyloxazol-2-yl)sulfanylacetamide C(CCC)NC(CSC=1OC(=C(N1)C1=CC=CC=C1)C1=CC=CC=C1)=O